P(=O)(OC)([O-])[O-].[Mo+3].COP(=O)([O-])[O-].COP(=O)([O-])[O-].[Mo+3] molybdenum (III) methyl phosphate